6-isopropyl-4-(4-(1-methyl-1H-pyrazol-5-yl)-8-(1H-pyrazol-3-yl)quinolin-2-yl)pyridin-2-amine C(C)(C)C1=CC(=CC(=N1)N)C1=NC2=C(C=CC=C2C(=C1)C1=CC=NN1C)C1=NNC=C1